(R/S)-4-((1-(aminomethyl-d2)cyclobutyl)amino)-2-(4-(5-chloropyrimidin-2-yl)piperidin-1-yl)-6,7-dihydrothieno[3,2-d]pyrimidine 5-oxide NC(C1(CCC1)NC=1C2=C(N=C(N1)N1CCC(CC1)C1=NC=C(C=N1)Cl)CC[S@]2=O)([2H])[2H] |r|